2-[4-[(3-cyano-4-methyl-1H-indol-7-yl)sulfamoyl]pyrazol-1-yl]-N-(3,3-difluorocyclobutyl)acetamide C(#N)C1=CNC2=C(C=CC(=C12)C)NS(=O)(=O)C=1C=NN(C1)CC(=O)NC1CC(C1)(F)F